(2S,4r)-1-[(2S)-2-(4-cyclopropyl-triazol-1-yl)-3,3-dimethyl-butyryl]-N-[(1,1-dioxo-2-phenyl-1,2-thiazolidine-5-yl)methyl]-4-hydroxy-pyrrolidine-2-carboxamide C1(CC1)C=1N=NN(C1)[C@H](C(=O)N1[C@@H](C[C@H](C1)O)C(=O)NCC1CCN(S1(=O)=O)C1=CC=CC=C1)C(C)(C)C